6-(ISOPROPYLAMINO)PYRIDINE-3-BORONIC ACID C(C)(C)NC1=CC=C(C=N1)B(O)O